C[C@@]1(C[C@@H](CC1)C1=CC(=NN1)NC1=NC(=CN=C1)OC1CCN(CC1)C)O (1R,3R)-1-methyl-3-(3-((6-((1-methylpiperidin-4-yl)oxy)pyrazin-2-yl)amino)-1H-pyrazol-5-yl)cyclopentan-1-ol